FC(C1=NN(C(=N1)[C@H](C)N1C(C2=CC=CC=C2C1=O)=O)C=1C=NC(=CC1)C#N)(F)F 2-[(1S)-1-[3-(trifluoromethyl)-1-(6-cyano-3-pyridinyl)-1H-1,2,4-triazol-5-yl]ethyl]-1H-isoindole-1,3(2H)-dione